ethyl 2-[3-fluoro-4-(2-hydroxy-1,1-dimethyl-ethyl)anilino]-4-[[(1S)-2-hydroxy-1-phenyl-ethyl]amino]pyrimidine-5-carboxylate FC=1C=C(NC2=NC=C(C(=N2)N[C@H](CO)C2=CC=CC=C2)C(=O)OCC)C=CC1C(CO)(C)C